ClC1=C(C=CC=C1OC)C(=O)N1[C@H](C=2C(CC1)=C(N(N2)C)C=2C=NN(C2C(F)(F)F)C)C (S)-(2-Chloro-3-methoxyphenyl)(2,7-dimethyl-3-(1-methyl-5-(trifluoromethyl)-1H-pyrazol-4-yl)-2,4,5,7-tetrahydro-6H-pyrazolo[3,4-c]pyridin-6-yl)methanone